7-(4-fluorobenzyl)-8-(4-fluorophenoxy)-1-(3-hydroxypropyl)-3-methyl-1H-purine-2,6(3H,7H)-dione FC1=CC=C(CN2C(=NC=3N(C(N(C(C23)=O)CCCO)=O)C)OC2=CC=C(C=C2)F)C=C1